(R)-N'-((1,2,3,5,6,7-hexahydro-s-indacen-4-yl)carbamoyl)-4-(((2-methoxyethyl)(methyl)amino)methyl)benzenesulfonimidamide C1CCC2=C(C=3CCCC3C=C12)NC(=O)N=[S@](=O)(N)C1=CC=C(C=C1)CN(C)CCOC